C(C)(C)(C)OC(=O)N1CCC(CC1)(O)CC=1C(=NC(=CC1)Br)F 4-((6-bromo-2-fluoropyridin-3-yl)methyl)-4-hydroxypiperidine-1-Carboxylic acid tert-butyl ester